perfluorophenyl 7-((bis(2-(butyrylthio) ethoxy) phosphoryl) difluoromethyl)-2-naphthoate C(CCC)(=O)SCCOP(=O)(OCCSC(CCC)=O)C(C1=CC=C2C=CC(=CC2=C1)C(=O)OC1=C(C(=C(C(=C1F)F)F)F)F)(F)F